CC1C(=NNC(C1)=O)C1=CC(=C(C=C1)NC(=N)N)[N+](=O)[O-] 1-(4-(4-methyl-6-oxo-1,4,5,6-tetrahydropyridazine-3-yl)-2-nitrophenyl)guanidine